ClC1=C2C(=NC(=C1)NC1C(COCC1)(C)C)N(C=N2)C 7-chloro-N-(3,3-dimethyltetrahydropyran-4-yl)-3-methyl-imidazo[4,5-b]pyridin-5-amine